(S)-N-(2-(isoquinolin-1-yl)propan-2-yl)-2-((R)-1-methylpyrrolidin-2-yl)propanamide C1(=NC=CC2=CC=CC=C12)C(C)(C)NC([C@@H](C)[C@@H]1N(CCC1)C)=O